7-CHLORO-1H-PYRROLO[3,2-B]PYRIDINE-3-CARBALDEHYDE ClC1=C2C(=NC=C1)C(=CN2)C=O